C(CCC)N(C(C)=O)CCC(=O)OCC ethyl 3-(N-butylacetamido)-propionate